C(C)N1C(C(CCC1)(C)C)COC=1C=C2CN(C(C2=CC1)=O)N1C(CCCC1=O)=O (5-((1-ethyl-3,3-dimethylpiperidin-2-yl)methoxy)-1-oxoisoindolin-2-yl)piperidine-2,6-dione